2,4-Difluoro-N-(5-(4-(4-(3-hydroxy-2-methylenebutyryl)piperazin-1-yl)quinazolin-6-yl)-2-methoxypyridin-3-yl)benzenesulfonamide FC1=C(C=CC(=C1)F)S(=O)(=O)NC=1C(=NC=C(C1)C=1C=C2C(=NC=NC2=CC1)N1CCN(CC1)C(C(C(C)O)=C)=O)OC